bis(3-cyclohexyl-6-hydroxy-4-methylphenyl)-3,4-dihydroxyphenylmethane C1(CCCCC1)C=1C=C(C(=CC1C)O)C(C1=CC(=C(C=C1)O)O)C1=CC(=C(C=C1O)C)C1CCCCC1